2,4,4-trimethyl-1,6-hexandiamine CC(CN)CC(CCN)(C)C